[Pd].[Cu] copper-Palladium